N-(3-(3-(4-phenoxyphenyl)-1H-pyrazolo[4,3-c]pyridin-1-yl)phenyl)acrylamide O(C1=CC=CC=C1)C1=CC=C(C=C1)C1=NN(C2=C1C=NC=C2)C=2C=C(C=CC2)NC(C=C)=O